FC1CN(CCC1NC1=C2C=CN(C2=CC(=C1)C#N)CC(F)(F)F)C 4-[(3-fluoro-1-methyl-4-piperidyl)amino]-1-(2,2,2-trifluoroethyl)indole-6-carbonitrile